C(#N)C1CCN(CC1)C(=O)[C@@H]1CC12CCN(CC2)C(=O)OC(C(F)(F)F)C(F)(F)F 1,1,1,3,3,3-Hexafluoropropan-2-yl (R)-1-(4-cyanopiperidin-1-carbonyl)-6-azaspiro[2.5]octan-6-carboxylat